ethyl 7-((2-((tetrahydro-2H-pyran-2-yl)oxy)propoxy)methyl)imidazo[1,2-a]pyridine-3-carboxylate O1C(CCCC1)OC(COCC1=CC=2N(C=C1)C(=CN2)C(=O)OCC)C